CC=1C(=NC(=CC1C)N1CCNC2(CC2)C1)C1=NC2=CC(=NC=C2C=C1)CN (2-(3,4-dimethyl-6-(4,7-diazaspiro[2.5]octan-7-yl)pyridin-2-yl)-1,6-naphthyridin-7-yl)methanamine